(3S)-8-((S)-4-acryloyl-2-methylpiperazin-1-yl)-11-(2,4-difluorophenyl)-3-methoxy-10-(trifluoromethyl)-3,4-dihydro-2H,6H-[1,4]thiazepino[2,3,4-ij]quinazolin-6-one C(C=C)(=O)N1C[C@@H](N(CC1)C1=NC(N2C3=C(C(=C(C=C13)C(F)(F)F)C1=C(C=C(C=C1)F)F)SC[C@H](C2)OC)=O)C